CN1N=CC(=C1C)C(CCCNC(OC(C)(C)C)=O)=O tert-butyl [4-(1,5-dimethyl-1H-pyrazol-4-yl)-4-oxobutyl]carbamate